3-(6-chloro-1-[[2-(trimethylsilyl)ethoxy]methyl]pyrazolo[3,4-b]pyridin-3-yl)-2-methoxy-4-methylpyridine ClC1=CC=C2C(=N1)N(N=C2C=2C(=NC=CC2C)OC)COCC[Si](C)(C)C